(R)-pyrone O1C(C=CC=C1)=O